C1SCCC2=CC=CC=C12 isothiochroman